2-formyl-2-methyl-propyl methanoate C(=O)OCC(C)(C)C=O